BrC=1C=C2C(=NC1)N=C(S2)NS(=O)(=O)C2=C(C=C(C=C2)N[C@@H]2[C@H](CCCC2)N(C)C)F N-(6-bromothiazolo[4,5-b]pyridin-2-yl)-4-(((1S,2S)-2-(dimethylamino)-cyclohexyl)amino)-2-fluorobenzenesulfonamide